C(C)OC1=C(N)C=CC(=C1)S(=O)(=O)C 2-ethoxy-4-methanesulfonylaniline